(2-methoxy-ethyl)-{4-[4-(2-methoxy-phenyl)-piperidin-1-yl]-2-phenyl-quinazolin-6-yl}-methyl-amine COCCN(C)C=1C=C2C(=NC(=NC2=CC1)C1=CC=CC=C1)N1CCC(CC1)C1=C(C=CC=C1)OC